Methyl {[1-(5-{5-[6-ethoxy-5-(trifluoromethyl)pyridin-3-yl]-7-[(3-methoxy-2,2-dimethylpropyl)(methyl)amino]-1H-imidazo[4,5-b]pyridin-2-yl}pyrazin-2-yl)piperidin-4-yl]oxy}acetate C(C)OC1=C(C=C(C=N1)C1=CC(=C2C(=N1)N=C(N2)C=2N=CC(=NC2)N2CCC(CC2)OCC(=O)OC)N(C)CC(COC)(C)C)C(F)(F)F